monoethylgermanium trichloride C(C)[Ge](Cl)(Cl)Cl